N2-(2-Azaspiro[3.5]nonan-7-yl)-N4-(5-cyclopentyl-1H-pyrazol-3-yl)pyrimidine-2,4-diamine C1NCC12CCC(CC2)NC2=NC=CC(=N2)NC2=NNC(=C2)C2CCCC2